N-(2-(hydroxymethyl)pyrimidin-5-yl)-4,5-dimethyl-5-(trifluoromethyl)tetrahydrofuran-2-carboxamide OCC1=NC=C(C=N1)NC(=O)C1OC(C(C1)C)(C(F)(F)F)C